FC1=C(C=CC(=C1)F)NC=1C=NC(=C(C(=O)N)C1)NC1=CC(=CC(=C1)C)F 5-((2,4-difluorophenyl)amino)-2-((3-fluoro-5-methylphenyl)amino)nicotinamide